tert-butyl (4R)-2,2-dimethyl-4-[4-(2-methyl-1H-imidazol-1-yl)phenyl]-1,3-oxazolidine-3-carboxylate CC1(OC[C@H](N1C(=O)OC(C)(C)C)C1=CC=C(C=C1)N1C(=NC=C1)C)C